3-fluoro-4-{[(3,5,6-trifluoropyridin-2-yl)oxy]methyl}benzonitrile FC=1C=C(C#N)C=CC1COC1=NC(=C(C=C1F)F)F